C[C@H](CCCC(C)CO)[C@H]1CC[C@@H]2[C@@]1(CC[C@H]3[C@H]2CCC4=CC(=O)CC[C@]34C)C The molecule is a cholestanoid that consists of 3-oxocholest-4-ene bearing a hydroxy substituent at position 26. It is a 26-hydroxy steroid, a cholestanoid and a 3-oxo-Delta(4) steroid. It derives from a cholest-4-en-3-one.